N,N-dimethyl-[2-(2-methyl-Prop-2-enoyloxy)ethyl]ammonium C[NH+](C)CCOC(C(=C)C)=O